BrC1=C2C(C(N(C2=CC=C1C)CC)=O)=O 4-Bromo-1-ethyl-5-methyl-indoline-2,3-dione